[N].N1(CCCC1)C=1C=NC=CC1Cl 3-pyrrolidinyl-4-chloropyridine nitrogen